6-(2-bromo-4-(trifluoromethyl)phenyl)-2-(4-((2-methoxyethoxy)methoxy)-3-nitrophenyl)-3,4-dihydro-2,7-naphthyridin-1(2H)-one BrC1=C(C=CC(=C1)C(F)(F)F)C=1C=C2CCN(C(C2=CN1)=O)C1=CC(=C(C=C1)OCOCCOC)[N+](=O)[O-]